(2,3-dihydro-1H-inden-2-yl)methanamine C1C(CC2=CC=CC=C12)CN